(5-(2-fluorobenzoyl)-1-methyl-1H-pyrrol-3-yl)(piperidin-1-yl)methanone FC1=C(C(=O)C2=CC(=CN2C)C(=O)N2CCCCC2)C=CC=C1